(R)-4-((1-(3-(difluoromethyl)-2-fluorophenyl)ethyl)amino)-6-(1-(fluoromethyl)cyclopropyl)-8-Hydroxy-2-methylpyrido[4,3-d]pyrimidin-7(6H)-one FC(C=1C(=C(C=CC1)[C@@H](C)NC=1C=2C(N=C(N1)C)=C(C(N(C2)C2(CC2)CF)=O)O)F)F